tert-butyl (R)-3-methyl-2-((piperidin-4-yloxy)methyl)butanoate CC([C@@H](C(=O)OC(C)(C)C)COC1CCNCC1)C